tert-butyl 4-[(1S,4S,5R)-5-[[3-(2-chloro-6-fluorophenyl)-5-cyclopropyl-1,2-oxazol-4-yl]methoxy]-2-azabicyclo[2.2.1]heptan-2-yl]benzoate ClC1=C(C(=CC=C1)F)C1=NOC(=C1CO[C@H]1[C@@H]2CN([C@H](C1)C2)C2=CC=C(C(=O)OC(C)(C)C)C=C2)C2CC2